COC1(COC1)C1=CC=C(C=C1)C(=O)N1CCN(CC1)CC1=CC(=CC=C1)C(F)(F)F (4-(3-methoxyoxetan-3-yl)phenyl)(4-(3-(trifluoromethyl)benzyl)piperazin-1-yl)methanone